CC1C(C(NC(C1)=O)=O)N1C(C2=CC=CC=C2C1=O)=O 2-(4-methyl-2,6-dioxopiperidin-3-yl)isoindoline-1,3-dione